heptadecyl-triethoxyfluorodecyl-triethoxysilane C(CCCCCCCCCCCCCCCC)C(C(OCC)(OCC)OCC)O[Si](OCC)(OCC)CCCCCCCCCCF